N-(2-chloro-3-((3,5-dimethyl-4-oxo-3,4-dihydroquinazolin-6-yl)amino)-4-fluorophenyl)-3-((difluoromethoxy)methyl)azetidine-1-sulfonamide ClC1=C(C=CC(=C1NC=1C(=C2C(N(C=NC2=CC1)C)=O)C)F)NS(=O)(=O)N1CC(C1)COC(F)F